p-toluenesulfonylamine CC1=CC=C(C=C1)S(=O)(=O)N